ClC1=CC=C(CN2N(C3=C(CN(CC3)CC=3C=C(C#N)C=CC3)C2=O)CCO)C=C1 3-((2-(4-chlorobenzyl)-1-(2-hydroxyethyl)-3-oxo-1,2,3,4,6,7-hexahydro-5H-pyrazolo[4,3-c]pyridin-5-yl)methyl)benzonitrile